C(C)(C)(C)OC(=O)N1[C@H]([C@H](CC1)N[C@@H](C)C1=CC=CC=C1)C(=O)O (2R,3S)-3-(((S)-1-phenylethyl)amino)pyrrolidine-1,2-dicarboxylic acid 1-(tert-butyl) ester